[13C](C(O)C)(=O)[O-].[Cl-].C(C)N1C(N(C=C1)C)C 1-Ethyl-2,3-Dimethylimidazol chlorid [1-13C]lactate